O=C1N(CCCCC1)C(C(=O)O)CCCC 2-(2-oxoazepan-1-yl)hexanoic acid